CC(=O)N[C@@H]1[C@H]([C@@H]([C@H](O[C@H]1O[C@@H]2[C@H](OC([C@@H]([C@H]2O)NC(=O)C)O)CO)CO)O[C@H]3[C@H]([C@H]([C@@H]([C@H](O3)CO[C@@H]4[C@H]([C@H]([C@@H]([C@H](O4)CO)O)O)O)O)O[C@@H]5[C@H]([C@H]([C@@H]([C@H](O5)CO)O)O)O[C@@H]6[C@H]([C@H]([C@@H]([C@H](O6)CO)O)O)O[C@@H]7[C@H]([C@H]([C@@H]([C@H](O7)CO)O)O)O)O)O The molecule is a high-mannose oligosaccharide that is beta-D-mannopyranose in which the hydrogens of hydroxy groups are replaced by an alpha-D-mannopyranosyl-group at position 6, an alpha-D-mannopyranosyl-(1right2)-alpha-D-mannopyranosyl-(1right2)-alpha-D-mannopyranosyl group at position 3, and a chitobiose group at position 1. It is an amino sugar, an amino heptasaccharide, an acetamide and a high-mannose oligosaccharide.